3-isopropyl-8-(2,3,5-trifluorophenyl)imidazo[1,2-a]pyridine-2-carboxylic acid C(C)(C)C1=C(N=C2N1C=CC=C2C2=C(C(=CC(=C2)F)F)F)C(=O)O